ClC1=CC2=C(N(C(NC2=O)=O)C2=C(C=CC=C2C)C(C)C)N=C1Cl 6,7-dichloro-1-(2-isopropyl-6-methylphenyl)pyrido[2,3-d]pyrimidine-2,4(1h,3h)-dione